NCCC(CCC(CCC(CCC(CCC)=O)=O)=O)=O 1-amino-3,6,9,12-tetraoxo-pentadecane